N-(4-guanidinophenyl)-2-methyl-4-(1,2,3,6-tetrahydropyridin-4-yl)benzamide monotrifluoroacetic acid salt FC(C(=O)O)(F)F.N(C(=N)N)C1=CC=C(C=C1)NC(C1=C(C=C(C=C1)C=1CCNCC1)C)=O